NC1=CC=C2NC=3C=CC=CC3C(C2=C1)=O 7-aminoacridon